C1(=CC=CC=C1)P(C1=C(C=CC(=C1)C)C1=C(C=CC=C1)C/C(/C(=O)[O-])=C\C1=CC=CC=C1)C1=CC=CC=C1 (E)-2-((2'-(diphenylphosphino)-4'-methyl-[1,1'-biphenyl]-2-yl) methyl)-3-phenylacrylate